2-(chloromethyl)5-methylthiophene ClCC=1SC(=CC1)C